CN(CCCNC(=O)NC=1SC=C(N1)C(C)(C)C1=CC=C(C=C1)OC)C 1-(3-(dimethylamino)-propyl)-3-(4-(2-(4-meth-oxyphenyl)propan-2-yl)-thiazol-2-yl)urea